(R)-6-(5'-chloro-3,5-dimethyl-[2,4'-bipyridine]-2'-yl)-N-cyclopropyl-5-methyl-5,6,7,8-tetrahydropyrido[4,3-d]pyrimidin-2-amine ClC=1C(=CC(=NC1)N1[C@@H](C2=C(N=C(N=C2)NC2CC2)CC1)C)C1=NC=C(C=C1C)C